C(C)(C)(C)C1=CC=C(C=C1)C(=O)N[C@H](C(=O)OC)CC1=CC=CC=C1 methyl (2S)-2-[(4-tert-butylphenyl)formamido]-3-phenylpropanoate